3-(6-((4-methoxyphenyl)sulfonyl)-4,5,6,7-tetrahydrothieno[2,3-c]pyridin-2-yl)-5-(trifluoromethyl)-1,2,4-oxadiazole COC1=CC=C(C=C1)S(=O)(=O)N1CC2=C(CC1)C=C(S2)C2=NOC(=N2)C(F)(F)F